C(C)(C)(C)N1C(CCC2=CC(=CC=C12)[N+](=O)[O-])C(=O)O[C@@H]1C[C@@H](CC1)NC=1N=C2C(=NC1CC)C(=NC=C2)N (1S,3R)-3-((5-amino-3-ethylpyrido[3,4-b]pyrazin-2-yl)amino)cyclopentan-1-ol tert-butyl-6-nitro-1,2,3,4-tetrahydroquinoline-2-carboxylate